6-amino-2-hydroxy-5-(3-methoxy-2,6-dimethyl-phenyl)-3-methyl-pyrrolo[2,3-b]Pyrazine-7-carboxamide NC1=C(C=2C(=NC(=C(N2)O)C)N1C1=C(C(=CC=C1C)OC)C)C(=O)N